FC(CN1N=CC=2C1=NC(=CN2)N2C[C@H](CC[C@@H]2C)COC=2C(=NC=CC2)C(F)(F)F)F 3-{[(3S,6S)-1-[1-(2,2-Difluoroethyl)pyrazolo[3,4-b]pyrazin-6-yl]-6-methylpiperidin-3-yl]methoxy}-2-(trifluoromethyl)pyridine